FC=1C(=C(C=CC1F)[C@H]1[C@@H](S([C@]([C@H]1C)(C(F)(F)F)C)(=O)=O)C(=O)O)OC |r| rac-(2R,3S,4S,5R)-3-(3,4-difluoro-2-methoxyphenyl)-4,5-dimethyl-5-(trifluoromethyl)tetrahydrothiophene-2-carboxylic acid 1,1-dioxide